naphtho[1,8-cd]isothiazol-5-one S1N=C2C3=C1C=CC=C3C(C=C2)=O